3-[6-(4-{2-[2-(2-Aminoethoxy)ethoxy]ethyl}piperazin-1-yl)-[1,2,4]triazolo[4,3-b]pyridazin-3-yl]-N-(1-benzylpiperidin-4-yl)propanamide hydrochloride Cl.NCCOCCOCCN1CCN(CC1)C=1C=CC=2N(N1)C(=NN2)CCC(=O)NC2CCN(CC2)CC2=CC=CC=C2